ClC=1C=C(C=2CCC(CC2C1)N1[C@@H](C[C@@H](C1)COC1=CC=C(C=C1)S(=O)(=O)CCO)C)C#N 3-chloro-6-[(2R,4S)-4-{[4-(2-hydroxyethanesulfonyl)phenoxy]methyl}-2-methylpyrrolidin-1-yl]-5,6,7,8-tetrahydronaphthalene-1-carbonitrile